7-(2-methyl-4-(1H-1,2,4-triazol-3-yl)phenyl)-1-(2-(tetrahydro-2H-pyran-4-yl)ethyl)-3,4-dihydropyrazino[2,3-b]pyrazin-2(1H)-one CC1=C(C=CC(=C1)C1=NNC=N1)C1=CN=C2C(=N1)N(C(CN2)=O)CCC2CCOCC2